C(C)(C)(C)OC(=O)N1CCC(CC1)C1CCN(CC1)C1=C(C=C(C=C1)NC1C(NC(CC1)=O)=O)F 4-[1-[4-[(2,6-dioxo-3-piperidinyl)amino]-2-fluoro-phenyl]-4-piperidinyl]piperidine-1-carboxylic acid tert-butyl ester